tert-butyl 4-[1-[3-(tert-butoxycarbonylamino)phenyl]-7-methylsulfonyl-2-oxo-4H-pyrimido[4,5-d]pyrimidin-3-yl]-3,4-dihydro-2H-quinoline-1-carboxylate C(C)(C)(C)OC(=O)NC=1C=C(C=CC1)N1C(N(CC=2C1=NC(=NC2)S(=O)(=O)C)C2CCN(C1=CC=CC=C21)C(=O)OC(C)(C)C)=O